Cl.CC(C(=O)O)(C)NC=1C2=C(N=C(N1)C1=NC=CC=C1)CCC2 2-methyl-2-{[2-(pyridin-2-yl)-5H,6H,7H-cyclopenta[d]pyrimidin-4-yl]amino}propanoic acid hydrochloride